FC=1C=C(C=CC1C(F)(F)F)C1=NN(C(=N1)[C@@H]1C[C@H](CC1)N1CCOCC1)C(C)C 4-((1S,3S)-3-(3-(3-fluoro-4-(trifluoromethyl)phenyl)-1-isopropyl-1H-1,2,4-triazol-5-yl)cyclopentyl)morpholine